1-({(5s,7s)-2-oxo-3-[(2-phenyl-1,3-thiazol-4-yl)methyl]-1-oxa-3-azaspiro[4.5]dec-7-yl}methyl)-1H-benzimidazole-6-carbonitrile O=C1O[C@]2(CN1CC=1N=C(SC1)C1=CC=CC=C1)C[C@H](CCC2)CN2C=NC1=C2C=C(C=C1)C#N